C(C1=CC=CC=C1)=C1C(NC(C(N1)=O)=CC=1N=CNC1C(C)(C)C)=O 3-benzylidene-6-[(5-tertiary butyl-1H-imidazole-4-yl)methylene]piperazine-2,5-dione